Methyl 3-chloro-6-(4-cyano-2-methoxyphenyl)-5-fluoropicolinate ClC=1C(=NC(=C(C1)F)C1=C(C=C(C=C1)C#N)OC)C(=O)OC